C1[C@H]([C@H](N1C[C@@H]([C@@H](C(=O)O)NCC[C@@H](C(=O)O)O)O)C(=O)O)O The molecule is a mugineic acid derivative consisting of mugineic acid having hydroxy group at the 3-position. It derives from a mugineic acid.